biphenyl-4-yl-(4-bromophenyl)-{4-(naphthalene-2-yl)phenyl}-amine C1(=CC=C(C=C1)N(C1=CC=C(C=C1)C1=CC2=CC=CC=C2C=C1)C1=CC=C(C=C1)Br)C1=CC=CC=C1